tert-butyl (((tert-butoxycarbonyl)imino)(3-(3-(4-octylphenyl)-1,2,4-oxadiazol-5-yl)azetidin-1-yl)methyl)carbamate C(C)(C)(C)OC(=O)N=C(N1CC(C1)C1=NC(=NO1)C1=CC=C(C=C1)CCCCCCCC)NC(OC(C)(C)C)=O